ethyl 3-[6-(6-cyclopentyloxy-pyridin-2-yl)-1,2,3,4-tetrahydro-quinolin-2-yl]-propionate C1(CCCC1)OC1=CC=CC(=N1)C=1C=C2CCC(NC2=CC1)CCC(=O)OCC